C1(CCC1)[C@H]1C[C@@H](N(CC1)CC1=C2C=CNC2=C(C=C1OC)C)C1=CC=C(C(=O)O)C=C1 4-((2R,4R)-4-cyclobutyl-1-((5-methoxy-7-methyl-1H-indol-4-yl)methyl)piperidin-2-yl)benzoic acid